6-chloro-3-(2-methoxyphenyl)furo[3,2-b]pyridine ClC=1C=C2C(=NC1)C(=CO2)C2=C(C=CC=C2)OC